Cl.Cl.FC=1C=C(C=NC1)[C@@H](O)[C@@H]1N[C@@H](CC1)CC1=CC=C(C=C1)OC (R)-(5-Fluoropyridin-3-yl)((2R,5S)-5-(4-methoxybenzyl)pyrrolidin-2-yl)-methanol dihydrochloride